(S)-3-(Benzyloxy)-5-hydroxy-4-(4-((tetrahydrofuran-3-yl)amino)isoindoline-2-carbonyl)benzonitrile C(C1=CC=CC=C1)OC=1C=C(C#N)C=C(C1C(=O)N1CC2=CC=CC(=C2C1)N[C@@H]1COCC1)O